(E)-1-(4-(6-chloro-7-phenyl-quinazolin-4-yl)piperazin-1-yl)-4-(dimethyl-amino)but-2-en-1-one ClC=1C=C2C(=NC=NC2=CC1C1=CC=CC=C1)N1CCN(CC1)C(\C=C\CN(C)C)=O